NC1=C2NC(N(C2=NC(=N1)OCCCC)CC1=CC=C(CN2CCC(CC2)CCNC(CCCCCNC(CON)=O)=O)C=C1)=O N-(2-(1-(4-((6-amino-2-butoxy-8-oxo-7,8-dihydro-9H-purin-9-yl)methyl)benzyl)piperidin-4-yl)ethyl)-6-(2-(aminooxy)acetamido)hexanamide